methyl 5-(((3-acetyl-5,8-dichloro-4-oxo-1,4-dihydroquinolin-2-yl)sulfinyl)methyl)furan-2-carboxylate C(C)(=O)C1=C(NC2=C(C=CC(=C2C1=O)Cl)Cl)S(=O)CC1=CC=C(O1)C(=O)OC